2-(cyclohexyl(methyl)amino)ethyl (6-methyl-5-(2-(1-methyl-1H-pyrazol-4-yl)pyrazolo[5,1-b]thiazole-7-carboxamido)pyridin-3-yl)carbamate CC1=C(C=C(C=N1)NC(OCCN(C)C1CCCCC1)=O)NC(=O)C=1C=NN2C1SC(=C2)C=2C=NN(C2)C